C(C)C(CC(COC)(COC)CC(CCCC)CC)CCCC 2,2-bis(2-ethylhexyl)-1,3-dimethoxypropane